N1(CCC2(CC1)C=C1C=CC=CC1=C2)C(=O)O hydrogen spiro[indene-2,4'-piperidine]-1'-carboxylate